C1(=CC=CC=C1)[C@@H]1N=C(OC1)C(C#N)=C1OC=C(N1)C1=CC=CC=C1 2-((S)-4-phenyl-4,5-dihydrooxazol-2-yl)-2-((S)-4-phenyloxazol-2-ylidene)acetonitrile